BrC1=C(C(=CC(=C1O)Br)/C=N/C1=CC2=C(NC(=N2)C2=CC=C(C=C2)N(C)C)C=C1)O (E)-2,4-dibromo-6-(((2-(4-(dimethylamino)phenyl)-1H-benzo[d]imidazol-5-yl)imino)methyl)benzene-1,3-diol